OC1=C(C=C(C=C1C(C)(C)C)C)N1N=C2C(=N1)C=CC(=C2)Cl 2-(2'-hydroxy-3'-tert-butyl-5'-methylphenyl)-5-chlorobenzotriazol